C(C=C)(=O)[NH-] acrylylamide